8-fluoro-6-((S)-2-((3as,5S,6ar)-5-(2-fluorophenoxy)-3a-hydroxycyclopenta[c]pyrrol-2(1H)-yl)-1-hydroxyethyl)-1,4-dihydro-2H-benzo[d][1,3]oxazin-2-one FC1=CC(=CC2=C1NC(OC2)=O)[C@@H](CN2CC=1[C@](C2)(C=C(C1)OC1=C(C=CC=C1)F)O)O